FC(CCS(=O)(=O)NC1=NC=C(C=C1)C1=CC2=C(N=C(N=C2)NC2CCC(CC2)N(C)CCF)N(C1=O)C(C)C)(F)F 3,3,3-Trifluoro-N-(5-(2-(((1r,4r)-4-((2-fluoroethyl)(methyl)amino)cyclohexyl)amino)-8-isopropyl-7-oxo-7,8-dihydropyrido[2,3-d]pyrimidin-6-yl)pyridin-2-yl)propane-1-sulfonamide